C(#N)C1=C(C=C(C=C1)C1=CC(=CC=2N1N=CN2)C(C(=O)N)C2CC2)F [5-(4-cyano-3-fluorophenyl)-[1,2,4]triazolo[1,5-a]pyridin-7-yl]-2-cyclopropylacetamide